phenylethylphenyl acetate (2-phenylethyl 2-phenylacetate) C1(=CC=CC=C1)CCC(C(=O)O)C1=CC=CC=C1.C(C)(=O)OC1=C(C=CC=C1)CCC1=CC=CC=C1